3,5-bis(2-bromobenzyl)-4-piperidone BrC1=C(CC2CNCC(C2=O)CC2=C(C=CC=C2)Br)C=CC=C1